O1C=COC=COC=COC=COC=COC=C1 [1,4,7,10,13,16]hexaoxacyclooctadecine